5-(3-(1-((4-methyl-4H-1,2,4-triazol-3-yl)thio)ethyl)phenyl)-3-(pyridin-2-yl)isoxazole CN1C(=NN=C1)SC(C)C=1C=C(C=CC1)C1=CC(=NO1)C1=NC=CC=C1